BrC=1C=CC2=C(C(=NCC=3N2C=CN3)C3=C(C=CC=C3F)F)C1Cl 8-bromo-7-chloro-6-(2,6-difluorophenyl)-4H-benzo[f]imidazo[1,2-a][1,4]diazepine